ClC(CCOC=1SC=C(C1)C)CCC 3-chlorohexyloxy-4-methylthiophene